N[C@H]1C2N(CC1CC2)C(=O)C=2C=C(C=1N(C2)N=C(C1C)C1=CC=2C(=NC(=CC2)N2CC(C2)OC)N1CC1CC1)F ((7R)-7-Amino-2-azabicyclo[2.2.1]heptan-2-yl)(2-(1-(cyclopropylmethyl)-6-(3-methoxyazetidin-1-yl)-1H-pyrrolo[2,3-b]pyridin-2-yl)-4-fluoro-3-methylpyrazolo[1,5-a]pyridin-6-yl)methanone